Natrium hydroxymethyl-aminoacetat OCOC(CN)=O.[Na]